ClC1=CC(=C(S1)C=1N=C(C(=NC1)O[C@@H]1C[C@H](CCC1)C(=O)O)C)COC(N(C)C1CCCC1)=O (1S,3S)-3-((5-(5-chloro-3-(((cyclopentyl(methyl)carbamoyl)oxy)methyl)thiophen-2-yl)-3-methylpyrazin-2-yl)oxy)cyclohexane-1-carboxylic acid